[(4-cyclopropanesulfonamidopyridin-2-yl)(piperidin-4-yl)methyl]-5-(6-ethoxypyrazin-2-yl)-1,3-thiazole-2-carboxamide C1(CC1)S(=O)(=O)NC1=CC(=NC=C1)C(C1CCNCC1)C=1N=C(SC1C1=NC(=CN=C1)OCC)C(=O)N